FC(CN1N=NC(=C1)CC1CC2(CN(C2)C(=O)N2CC3(C2)CC(C3)N3N=C(N=C3)C(F)(F)F)C1)(F)F [6-[[1-(2,2,2-trifluoroethyl)triazol-4-yl]methyl]-2-azaspiro[3.3]heptan-2-yl]-[6-[3-(trifluoromethyl)-1,2,4-triazol-1-yl]-2-azaspiro[3.3]heptan-2-yl]methanone